benzyl (((1S,6R,7R)-7-(2-fluorophenyl)-3-(3-iodo-1-(tetrahydro-2H-pyran-2-yl)-1H-pyrazolo[3,4-b]pyrazin-6-yl)-3-azabicyclo[4.1.0]heptan-7-yl)methyl)carbamate FC1=C(C=CC=C1)[C@]1([C@@H]2CCN(C[C@H]12)C1=CN=C2C(=N1)N(N=C2I)C2OCCCC2)CNC(OCC2=CC=CC=C2)=O